6-[(2,4-dimethylphenyl)methyl]-1,4,5,6-tetrahydropyrimidine CC1=C(C=CC(=C1)C)CC1CCN=CN1